FC1=CC=C(C=N1)CN1C(NC2=NC=C(C=C21)C2=CC(=CC=C2)C(F)(F)F)=O 1-[(6-fluoro-3-pyridinyl)methyl]-6-[3-(trifluoromethyl)phenyl]-3H-imidazo[4,5-b]pyridin-2-one